(+/-)-trans-methyl 3-((2-chloro-6-(phenylethynyl)pyrimidin-4-yl)amino)bicyclo[2.2.2]octane-2-carboxylate ClC1=NC(=CC(=N1)NC1C(C2CCC1CC2)C(=O)OC)C#CC2=CC=CC=C2